(2E)-N-[4-[(3-chloro-4-fluorophenyl)amino]-7-methoxyquinolin-6-yl]-4-(piperidin-1-yl)but-2-enamide monohydrate O.ClC=1C=C(C=CC1F)NC1=CC=NC2=CC(=C(C=C12)NC(\C=C\CN1CCCCC1)=O)OC